3-(6-chloropyrimidin-4-yl)-5-(cyclopropyloxy)-2H-indazole ClC1=CC(=NC=N1)C=1NN=C2C=CC(=CC12)OC1CC1